C1(CC1)C1=CC(=CC(=N1)NC(C=1C(NC=C(C1)CN(C)C)=O)=O)C1=C(C=C(C=C1)F)C1=NN=CN1C N-{6-Cyclopropyl-4-[4-fluoro-2-(4-methyl-4H-1,2,4-triazol-3-yl)phenyl]-2-pyridyl}-5-[(dimethylamino)methyl]-2-oxo-1,2-dihydronicotinamide